ClC=1N=NC(=C(N1)N1C[C@@H](CC1)CN1CCC2(CC1)CCC(CC2)NC(OCC2=CC=CC=C2)=O)Cl Benzyl (S)-(3-((1-(3,6-dichloro-1,2,4-triazine-5-yl)pyrrolidin-3-yl)methyl)-3-azaspiro[5.5]undecane-9-yl)carbamate